2-(5-carboxypentanamido)-4,4'-dichlorobiphenyl C(=O)(O)CCCCC(=O)NC1=C(C=CC(=C1)Cl)C1=CC=C(C=C1)Cl